NC1=C(C(=NN1C(C)(C)C)C1=CC=C(C=C1)CC(NC1=NOC(=C1)C(C(F)(F)F)(C)C)=O)C(=O)N 5-Amino-1-tert-butyl-3-[4-([[5-(1,1,1-trifluoro-2-methylpropan-2-yl)-1,2-oxazol-3-yl]carbamoyl]methyl)phenyl]pyrazole-4-carboxamide